N-((1R,2S)-2-Fluorocyclobutyl)-7-(1H-pyrazol-4-yl)-8-(2,2,2-trifluoroethoxy)-[1,2,4]triazolo[1,5-c]pyrimidin-2-amine F[C@@H]1[C@@H](CC1)NC1=NN2C=NC(=C(C2=N1)OCC(F)(F)F)C=1C=NNC1